C(C)(=O)OCCCOCC 3-ethoxypropyl acetate